(6S,8R)-6-(4-((1-acryloylazetidin-3-yl)amino)-2,6-difluorophenyl)-8-methyl-7-(2,2,2-trifluoroethyl)-6,7,8,9-tetrahydrooxazolo[5,4-f]isoquinolin-2(3H)-one C(C=C)(=O)N1CC(C1)NC1=CC(=C(C(=C1)F)[C@H]1N([C@@H](CC2=C3C(=CC=C12)NC(O3)=O)C)CC(F)(F)F)F